(7-(4-(4-(benzo[b]thiophen-4-yl)piperazin-1-yl)butoxy)quinolin-2-yloxy)methyl pentadecanoate C(CCCCCCCCCCCCCC)(=O)OCOC1=NC2=CC(=CC=C2C=C1)OCCCCN1CCN(CC1)C1=CC=CC=2SC=CC21